FC(=C)C1=CC2=C(SC3=C2C=CC=C3)C=C1 2-(1-fluorovinyl)dibenzo[b,d]thiophene